CN(S(=O)(=O)N1N=C(C=C1NC=1N=C(C2=C(N1)C=C(O2)C(=O)OC)N2CCOCC2)C2=CC=CC=C2)C methyl 2-((1-(N,N-dimethylsulfamoyl)-3-phenyl-1H-pyrazol-5-yl)amino)-4-morpholinofuro[3,2-d]pyrimidine-6-carboxylate